FC1=CC=C(C=C1)N(C(=O)N1CCS(CC1)(=O)=O)CC1=NC=C(C=C1)C(=O)NN N-(4-fluorophenyl)-N-((5-(hydrazinocarbonyl)pyridin-2-yl)methyl)thiomorpholine-4-carboxamide 1,1-dioxide